O1CC=CC=C1C(=O)N pyran-6-carboxamide